(4-methoxyphenyl)-(4-phenylsulfanylphenyl)methanone COC1=CC=C(C=C1)C(=O)C1=CC=C(C=C1)SC1=CC=CC=C1